N1CCCC2CCCNC12 decahydronaphthyridin